(E)-3-((3-iodo-1-(tetrahydro-2H-pyran-2-yl)-1H-indazol-6-yl)methylene)-4-phenylpyrrolidine IC1=NN(C2=CC(=CC=C12)\C=C/1\CNCC1C1=CC=CC=C1)C1OCCCC1